1-(4,4-difluorotetrahydro-2H-pyran-2-yl)-2,2,2-trifluoroethan-1-amine FC1(CC(OCC1)C(C(F)(F)F)N)F